(E)-2-(2-(2-(naphthalen-2-yl)vinyl)phenyl)acetonitrile C1=C(C=CC2=CC=CC=C12)/C=C/C1=C(C=CC=C1)CC#N